2-(1-Hydroxypentyl)-5-methylbenzene-1,3-diol OC(CCCC)C1=C(C=C(C=C1O)C)O